BrC=1C=C(C=CC1)C=1N=C2N(C=C(C=C2C2=CC=CC=C2)C2=CC=CC=C2)C1 2-(3-bromophenyl)-6,8-diphenylimidazo[1,2-a]pyridine